C(C)(C)(C)C=1C=C(N(N1)C1=CC(=C(C=C1)C)C=CC(=O)OCC)NC(=O)NC1=CC=C(C2=CC=CC=C12)OCCN1CCOCC1 1-[5-tert-butyl-2-(4-methyl-3-(2-ethoxycarbonylvinyl)phenyl)-2H-pyrazol-3-yl]-3-[4-(2-morpholin-4-yl-ethoxy)naphthalen-1-yl]-urea